C1(=CC(=CC=C1)[13C]=1[Se]C(=CC1)C=1C=C(C=CC1)C)C 2,5-di-m-tolylselenophene-13C